OC(=O)C(F)(F)F.ClC=1C(=NC=C(C1[C@@H](C)OC=1C=C2C(=NNC2=CC1)C1=CC2=C(OC3(CCNCC3)OC2)C=C1)Cl)C 6-[5-[(1R)-1-(3,5-Dichloro-2-methyl-4-pyridyl)ethoxy]-1H-indazol-3-yl]spiro[4H-1,3-benzodioxine-2,4'-piperidine] TFA salt